ClCCN1CCCCC1 1-(2-chloroethyl)piperidine